tri(trimethylsilyl) trans-aconitate C(C=C(C(=O)O[Si](C)(C)C)CC(=O)O[Si](C)(C)C)(=O)O[Si](C)(C)C